(1s,4s)-Methyl 4-(4-methyl-1-oxoisoindolin-2-yl)cyclohexanecarboxylate CC1=C2CN(C(C2=CC=C1)=O)C1CCC(CC1)C(=O)OC